2-(2,4-difluorophenyl)-1-(4-((4-fluorophenyl)amino)azepan-1-yl)-3-(1H-1,2,4-triazol-1-yl)propan-2-ol FC1=C(C=CC(=C1)F)C(CN1CCC(CCC1)NC1=CC=C(C=C1)F)(CN1N=CN=C1)O